[Si](C)(C)(C(C)(C)C)OCC=1N=C(SC1C(=O)OCC)N1CCOCC1 ethyl 4-(((tert-butyldimethylsilyl) oxy) methyl)-2-morpholinothiazole-5-carboxylate